2-(1-((1r,4r)-4-(cyanomethyl)cyclohexyl)-1,6-dihydroimidazo[4,5-d]pyrrolo[2,3-b]pyridin-2-yl)-N-(1-methylpiperidin-4-yl)acetamide C(#N)CC1CCC(CC1)N1C(=NC=2C1=C1C(=NC2)NC=C1)CC(=O)NC1CCN(CC1)C